FC1=C(C=CC(=C1F)OC)C1=CN=C2N1C=CN=C2NC2=CC(=C(C(=O)NCC1(CNC1)F)C=C2)CC 4-[[3-(2,3-difluoro-4-methoxy-phenyl)imidazo[1,2-a]pyrazin-8-yl]amino]-2-ethyl-N-[(3-fluoroazetidin-3-yl)methyl]benzamide